N1=C2C(=CC=C1)CNC2 5,7-dihydropyrrolo[3,4-b]pyridin